C12CN(CC2C1)C1=NC2=C(C=C(C=C2C(N1C)=O)OC)C(C)NC1=C(C(=O)O)C=CC=C1 2-((1-(2-(3-Azabicyclo[3.1.0]hexan-3-yl)-6-methoxy-3-methyl-4-oxo-3,4-dihydroquinazolin-8-yl)ethyl)amino)benzoic acid